β-methyl-gamma-butyrolactone CC1CC(=O)OC1